ClC1=C(OCC(=O)NOC2=CC=CC=C2)C=CC(=C1)Cl 2-(2,4-dichlorophenoxy)-N-phenoxyacetamide